N1(CCC1)C1=NN(C2=C1C=NC(=C2)NC2=NC(=NC=C2)C2=C(N(N=C2)C)O)C(CCO)(C)C 4-[4-[[3-(azetidin-1-yl)-1-(3-hydroxy-1,1-dimethyl-propyl)pyrazolo[4,3-c]pyridin-6-yl]amino]pyrimidin-2-yl]-2-methyl-pyrazol-3-ol